C(C)(C)C=1C(=NNC1C=1C=C(C=2N(C1)N=CN2)C)C2=CN=C(S2)C2CCN(CC2)CC(=O)N(C)C 2-(4-(5-(4-Isopropyl-5-(8-methyl-[1,2,4]triazolo[1,5-a]pyridin-6-yl)-1H-pyrazol-3-yl)thiazol-2-yl)piperidin-1-yl)-N,N-dimethylacetamide